1-(1-(8-((4-([1,2,4]triazolo[1,5-a]pyridin-7-yloxy)-3-methylphenyl)amino)pyrimido[5,4-d]pyrimidin-2-yl)piperidin-4-yl)-3-methylenepyrrolidin-2-one N=1C=NN2C1C=C(C=C2)OC2=C(C=C(C=C2)NC2=NC=NC1=C2N=C(N=C1)N1CCC(CC1)N1C(C(CC1)=C)=O)C